C(C)(=O)N1CC=2C=C(C(NC2CC1)=O)C(=O)NC\C=C\S(=O)(=O)C1=CC=CC=C1 6-acetyl-N-[(2E)-3-(benzenesulfonyl)prop-2-en-1-yl]-2-oxo-1,2,5,6,7,8-hexahydro-1,6-naphthyridine-3-carboxamide